COC=1OC(=CN1)COC1=CC=C(C=C1)C(C)(C)C#N 2-(4-((2-methoxyoxazol-5-yl)methoxy)phenyl)propan-2-carbonitrile